1-(3-Sulfopropyl)pyridinium hydroxide [OH-].S(=O)(=O)(O)CCC[N+]1=CC=CC=C1